(S)-4-chloro-1-oxo-3-(1-((5-oxo-5,8-dihydropyrido[2,3-d]pyrimidin-4-yl)amino)ethyl)-N,2-diphenyl-1,2-dihydroisoquinoline-8-carboxamide ClC1=C(N(C(C2=C(C=CC=C12)C(=O)NC1=CC=CC=C1)=O)C1=CC=CC=C1)[C@H](C)NC=1C2=C(N=CN1)NC=CC2=O